BrC1=C(C=C(C=C1)CBr)C[2H] (2-bromo-5-(bromomethyl)phenyl)deuteromethane